N-(1-(4-chlorophenyl)-2,2,2-trifluoroethyl)-N-ethyl-2,2-dimethylmorpholine-4-sulfonamide ClC1=CC=C(C=C1)C(C(F)(F)F)N(S(=O)(=O)N1CC(OCC1)(C)C)CC